tert-butyl (3-cyclobutoxypyridin-4-yl)carbamate C1(CCC1)OC=1C=NC=CC1NC(OC(C)(C)C)=O